FC1=C(C(=CC(=C1)[N+](=O)[O-])C)N1CCC(CC1)N(C)C 1-(2-fluoro-6-methyl-4-nitrophenyl)-N,N-dimethylpiperidin-4-amine